C(C1=CC=CC=C1)OC(=O)C1CC12CS(CCC2)(=N)=O 5-oxo-5-imino-5lambda6-Thiaspiro[2.5]Octane-1-carboxylic acid benzyl ester